(S)-1-(2-hydroxyl-3-iodo-5-((3-methylpiperidin-1-yl)methyl)phenyl)ethan-1-one OC1=C(C=C(C=C1I)CN1C[C@H](CCC1)C)C(C)=O